C(C)OC(=O)C=1C(C(=C(NC1C)C)C(=O)OCC)C diethoxycarbonyl-1,4-dihydrocollidine